C(C=C)(=O)N1[C@H](CN(CC1)C1=C(C(=NC2C=C(C(=CC12)Cl)C1=CC=CC=2CCCCC12)OCC12CCCN2CCC1)CC#N)CC#N 4-((S)-4-acryloyl-3-(cyanomethyl)piperazin-1-yl)-6-chloro-2-((tetrahydro-1H-pyrrolizin-7a(5H)-yl)methoxy)-7-(5,6,7,8-tetrahydronaphthalen-1-yl)-4a,8a-dihydroquinoline-3-acetonitrile